2,3-dimethylphenylisocyanate CC1=C(C=CC=C1C)N=C=O